CN1CCC(CC1)C1=CC=2C(=NC=CC2C2=CC3=C(C=N2)N=CS3)N1 6-(2-(1-methylpiperidin-4-yl)-1H-pyrrolo[2,3-b]pyridin-4-yl)thiazolo[4,5-c]pyridine